N1(CCCC1)CCOC([C@H](CCC(C=[N+]=[N-])=O)NC([C@H](C)OC)=O)=O.BrCCC1OC1 (2-bromoethyl)oxirane 2-(pyrrolidin-1-yl)ethyl-(S)-6-diazo-2-((S)-2-methoxypropanamido)-5-oxohexanoate